S(=O)=C1N=C2C(=N1)C=CC=C2 sulfinylbenzimidazole